NC=1C(C(C(C(C1C(=O)O)ON)(N)N)(N)N)(N)N octa-aminosalicylic acid